ClC1=CC=C(C=C1)C(C(=O)N[C@H](C(=O)N[C@H](CCC(=O)O)C(=O)O)C1=CC=CC=C1)(C)C ((S)-2-(2-(4-chlorophenyl)-2-methylpropanamido)-2-phenylacetyl)-D-glutamic acid